1-nonadecanoyl-2-(9Z-octadecenoyl)-glycero-3-phosphocholine CCCCCCCCCCCCCCCCCCC(=O)OC[C@H](COP(=O)([O-])OCC[N+](C)(C)C)OC(=O)CCCCCCC/C=C\CCCCCCCC